C(C)OC(C(CC(=O)O)C(=O)OCC)=O 4-Ethoxy-3-(Ethoxycarbonyl)-4-Oxobutanoic Acid